OC1=C(C(=CC=C1)N)C 1-hydroxy-2-methyl-3-amino-benzene